Ethyl 5-(trifluoromethyl)-1H-pyrrolo[3,2-b]pyridine-2-carboxylate FC(C1=CC=C2C(=N1)C=C(N2)C(=O)OCC)(F)F